tert-butyl (8-carbamoyl-5-(2-chlorophenyl)-2,3,4,9-tetrahydro-1H-carbazole-3-yl)carbamate C(N)(=O)C=1C=CC(=C2C=3CC(CCC3NC12)NC(OC(C)(C)C)=O)C1=C(C=CC=C1)Cl